(S)-N-(5-(2-chlorobenzamido)-1-(5-(naphthalen-2-yl)-1H-imidazol-2-yl)pentyl)thiazole-5-carboxamide ClC1=C(C(=O)NCCCC[C@@H](C=2NC(=CN2)C2=CC3=CC=CC=C3C=C2)NC(=O)C2=CN=CS2)C=CC=C1